COC1=CC=C(C(=O)[Ge](CC)(CC)C(C2=CC=C(C=C2)OC)=O)C=C1 bis(4-methoxybenzoyl)diethyl-germanium